N-methyl-7-(trifluoromethyl)thieno[3,2-b]pyridine-3-carboxamide hydrochloride Cl.CNC(=O)C1=CSC=2C1=NC=CC2C(F)(F)F